C(#N)C1=C(SC2=C1C1(CN(C1)C1=NC(=NC=C1C#N)S(=O)C)CCC2)NC(OC(C)(C)C)=O tert-butyl N-[3-cyano-1'-(5-cyano-2-methylsulfinyl-pyrimidin-4-yl)spiro[6,7-dihydro-5H-benzothiophene-4,3'-azetidine]-2-yl]carbamate